C(C)OC=1C=C(C=O)C=C(C1)F 3-ETHOXY-5-FLUOROBENZALDEHYDE